N1(CCC2(CC1)CCC1=CC=CC=C12)CC=1N=C(OC1C)C1=CC=C(C=C1)C1=CC=NC=C1 4-((2,3-dihydrospiro[indene-1,4'-piperidin]-1'-yl)methyl)-5-methyl-2-(4-(pyridin-4-yl)phenyl)oxazole